C(C)(C)(C)OC(=O)N(CCCCNCCCNC1=NC2=C(C3=CN=CC=C13)C=CC(=C2)C(=O)O)CC2=CC(=C(C=C2)C2=CC=CC=C2)Cl 5-({3-[(4-{[(tert-butoxy)carbonyl]({2-chloro-[1,1'-biphenyl]-4-yl}methyl)amino}butyl)amino]propyl}amino)benzo[c]2,6-naphthyridine-8-carboxylic acid